tert-butyl (2R,5S)-5-(4-(4,6-dichloro-7H-pyrrolo[2,3-d]pyrimidin-7-yl)-2-methylphenyl)-2-methylmorpholine-4-carboxylate ClC=1C2=C(N=CN1)N(C(=C2)Cl)C2=CC(=C(C=C2)[C@H]2CO[C@@H](CN2C(=O)OC(C)(C)C)C)C